C1(CC1)NC(C1=CC(=C(C=C1)C)C=1C=NN(C1)C1=CN=C(N1C)CO)=O N-cyclopropyl-3-{1-[2-(hydroxymethyl)-1-methyl-1H-imidazol-5-yl]-1H-pyrazol-4-yl}-4-methylbenzamide